9,9'-(2'''-bromo-[1,1':2',1'':3'',1'''-quaterphenyl]-3,4'-diyl)bis(9H-carbazole) BrC1=C(C=CC=C1)C=1C=C(C=CC1)C=1C(=CC=C(C1)N1C2=CC=CC=C2C=2C=CC=CC12)C1=CC(=CC=C1)N1C2=CC=CC=C2C=2C=CC=CC12